CNC1CCC=2SC=CC21 N-methyl-5,6-dihydro-4H-cyclopenta[b]thiophen-4-amine